CN1C=CC=2C(=CC=CC12)C(=O)O 1-methyl-indole-4-carboxylic Acid